N1=CC(=CC(=C1)B(O)O)C=1C=NC=CC1 [3,3'-BIPYRIDIN]-5-YLBORONIC ACID